Menthyl isovalerat C(CC(C)C)(=O)OC1CC(CCC1C(C)C)C